C(C)N1C(=NC2=C1C(=C(C=C2)N)OC)C 1-Ethyl-7-methoxy-2-methyl-1H-benzo[d]imidazol-6-amine